COC1=NC=CC(=C1C1=CC=2C(=CN=C(C2)NC(=O)[C@H]2[C@@H](C2)CN(C)C)N1C)OC (1R,2R)-N-[2-(2,4-dimethoxypyridin-3-yl)-1-methylpyrrolo[2,3-c]pyridin-5-yl]-2-[(dimethylamino)methyl]cyclopropane-1-carboxamide